OC1(CCNCC1)CNC(=O)C1=NN(C(=C1)NC(=O)NCC1=C(C=CC=C1)C(F)(F)F)C1=CC=CC=C1 N-((4-hydroxypiperidin-4-yl)methyl)-1-phenyl-5-(3-(2-(trifluoromethyl)benzyl)ureido)-1H-pyrazole-3-carboxamide